3-{6-azaspiro[2.5]octan-6-yl}-4-{4-[2-(4,4-difluoropiperidin-1-yl)-6-methylpyrimidin-4-yl]-1H-imidazol-1-yl}aniline C1CC12CCN(CC2)C=2C=C(N)C=CC2N2C=NC(=C2)C2=NC(=NC(=C2)C)N2CCC(CC2)(F)F